(S)-2-(2,5-difluoro-4-(6-((5-((1-methyl-1H-pyrazol-4-yl)ethynyl)pyrimidin-2-yl)methoxy)pyridin-2-yl)benzyl)-1-(oxetan-2-ylmethyl)-1H-benzo[d]imidazole-6-carboxylic acid FC1=C(CC2=NC3=C(N2C[C@H]2OCC2)C=C(C=C3)C(=O)O)C=C(C(=C1)C1=NC(=CC=C1)OCC1=NC=C(C=N1)C#CC=1C=NN(C1)C)F